FC(C(C(C(F)(F)F)(F)F)(F)F)(CC1CO1)F 3-(perfluorobutyl)-1,2-epoxypropane